COC=1C(C=2C=CC=C3C(=CC=C(C1)C23)C2=CC(=C(C(=C2)OC)OC)OC)=O 2-Methoxy-6-(3,4,5-trimethoxyphenyl)-1H-phenalen-1-one